5-(diphenylamino)-2-iodophenol C1(=CC=CC=C1)N(C=1C=CC(=C(C1)O)I)C1=CC=CC=C1